C(CC)(=O)O.C(CC)(=O)O.C(CCC)OCCCN butoxypropylamine dipropionate